dimethyl-phenoxyethyl-phosphine bromide [Br-].CP(CCOC1=CC=CC=C1)C